C[C@@H]1C(O[C@@H](C(O1)=O)C)=O cis-3,6-dimethyl-1,4-dioxan-2,5-dione